C(C)N1C(=NN(C1=O)C=1C=C2C(=NN(C(C2=CC1F)=O)C1=C(C=CC=C1)C)C(C)C)CO 6-(4-Ethyl-3-(hydroxymethyl)-5-oxo-4,5-dihydro-1H-1,2,4-triazol-1-yl)-7-fluoro-4-isopropyl-2-(o-tolyl)phthalazine-1(2H)-one